[Mo].[Bi].[Zn].[Cu] copper zinc bismuth molybdenum